C(=C)N(C(=O)OCC)CC1CO1 vinylglycidylurethan